(±)-trans-4-phenyl-N-[3-(pyrimidin-5-yl)phenyl]pyrrolidine-3-carboxamide tri-hydrochloride Cl.Cl.Cl.C1(=CC=CC=C1)[C@H]1[C@@H](CNC1)C(=O)NC1=CC(=CC=C1)C=1C=NC=NC1 |r|